1-((S)-2-(3-((2-((3S,4R)-3-fluoro-4-methoxypiperidin-1-yl)pyrimidin-4-yl)amino)-5-isopropyl-8-(3-((methylsulfonyl)methyl)azetidin-1-yl)isoquinolin-6-yl)azetidin-1-yl)prop-2-en-1-one F[C@H]1CN(CC[C@H]1OC)C1=NC=CC(=N1)NC=1N=CC2=C(C=C(C(=C2C1)C(C)C)[C@H]1N(CC1)C(C=C)=O)N1CC(C1)CS(=O)(=O)C